NCCN(CCNC(C1=CC=C(C=C1)OC)=O)C N-(2-((2-aminoethyl)(methyl)amino)ethyl)-4-methoxybenzamide